tert-butyl (R)-(1-((5-bromoisoquinolin-6-yl)oxy)-3-phenylpropan-2-yl)carbamate BrC1=C2C=CN=CC2=CC=C1OC[C@@H](CC1=CC=CC=C1)NC(OC(C)(C)C)=O